1-(2-ethylhexenyl)piperazine C(C)C(=CN1CCNCC1)CCCC